2-CHLORO-N-(3-FORMYL-PHENYL)-BENZAMIDE C1=CC=C(C(=C1)C(=O)NC2=CC=CC(=C2)C=O)Cl